C(C)(C)(C)OC(NC(CC1CCC(CC1)S(NC)(=O)=O)(C)C)=O (2-methyl-1-((1s,4s)-4-(N-methylsulfamoyl)cyclohexyl)propan-2-yl)carbamic acid tert-butyl ester